(R)-(6-(pyridin-2-yl)pyrazolo[1,5-a]pyridin-3-yl)(4-(7-(trifluoromethyl)pyrazolo[1,5-a]pyridin-2-yl)-6,7-dihydro-1H-imidazo[4,5-c]pyridin-5(4H)-yl)methanone N1=C(C=CC=C1)C=1C=CC=2N(C1)N=CC2C(=O)N2[C@H](C1=C(CC2)NC=N1)C1=NN2C(C=CC=C2C(F)(F)F)=C1